ClC=1C=CC(=C(C1)NC(C(=O)OC)=O)C(NC)=O Methyl 2-((5-chloro-2-(methylcarbamoyl) phenyl) amino)-2-oxoacetate